C12(CC3CC(CC(C1)C3)C2)C2=CC=C(C=C2)C2=NC(=NC(=N2)C2=CC3=CC=CC=C3C(=C2)C2=NC(=NC(=N2)C2=CC=CC=C2)C2=CC=CC=C2)C2=CC=CC=C2 2-(4-(adamantan-1-yl)phenyl)-4-(4-(4,6-diphenyl-1,3,5-triazin-2-yl)naphthalen-2-yl)-6-phenyl-1,3,5-triazine